BrC1=C2CCN(C2=CC=C1)CCCN1CC(C1)F 4-bromo-1-(3-(3-fluoroazetidin-1-yl)propyl)indoline